(12aR)-10-Chloro-9-(2-methoxy-6-methyl-phenyl)-1,2,3,4,12,12a-hexahydro-6H-pyrazino[2,1-c][1,4]benzoxazepine-8-carbonitrile ClC1=C(C(=CC=2CN3[C@@H](COC21)CNCC3)C#N)C3=C(C=CC=C3C)OC